2-methyl-alpha-[2-[[(propylsulfonyl)oxy]imino]-3(2H)-thiophenylidene]-phenylacetonitrile CC1=C(C=CC=C1)C(C#N)=C1C(SC=C1)=NOS(=O)(=O)CCC